COC1=CC=C(CN2C(N(CCC2=O)C2=COC3=C2C=C(C=C3)CN3C[C@@H](N(CC3)C(=O)OC(C)(C)C)C)=O)C=C1 tert-butyl (S)-4-((3-(3-(4-methoxybenzyl)-2,4-dioxotetrahydropyrimidin-1(2H)-yl) benzofuran-5-yl) methyl)-2-methylpiperazine-1-carboxylate